C(=O)(C=C)[PH2]=O Acrylphosphine oxide